8-((7-(benzyloxy)heptyl)oxy)-4-hydroxy-1-methyl-6-(tetrahydro-2H-pyran-4-yl)pyrido[3,4-d]pyridazin-7(6H)-one C(C1=CC=CC=C1)OCCCCCCCOC=1C(N(C=C2C(=NN=C(C21)C)O)C2CCOCC2)=O